3-(1-{[2-(trimethylsilyl)ethoxy]methyl}pyrazol-4-yl)-1H-indol-7-amine C[Si](CCOCN1N=CC(=C1)C1=CNC2=C(C=CC=C12)N)(C)C